O1CCN(CC1)CC12CCC(CC1)(CC2)C(=O)OC methyl 1-(morpholinomethyl)bicyclo[2.2.2]octane-4-carboxylate